(2R)-6-chloro-4-oxo-N-[4-(2-{[cis-3-(trifluoromethoxy)cyclobutyl]oxy}acetamido)bicyclo[2.1.1]hexan-1-yl]-3,4-dihydro-2H-1-benzopyran-2-carboxamide ClC=1C=CC2=C(C(C[C@@H](O2)C(=O)NC23CCC(C2)(C3)NC(CO[C@@H]3C[C@@H](C3)OC(F)(F)F)=O)=O)C1